tert-butyl 3-((4-hydroxybutyl)amino)azetidine-1-carboxylate OCCCCNC1CN(C1)C(=O)OC(C)(C)C